FC(C1=NN=C(O1)C1=CC=C(CN2N=C(N=N2)C2=CC=C3NC(C4(NC3=C2)CCCC4)=O)C=C1)F 7'-(2-(4-(5-(difluoromethyl)-1,3,4-oxadiazol-2-yl)benzyl)-2H-tetrazol-5-yl)-1',4'-dihydro-3'H-spiro[cyclopentane-1,2'-quinoxalin]-3'-one